C(C)(C)(C)OC(C(CCOC(C)(C)C)N1C(C=C(C(=C1)OC)C1=C(C=CC(=C1)Cl)C1=NC(=NO1)C)=O)=O 4-tert-butoxy-2-{4-[5-chloro-2-(3-methyl-1,2,4-oxadiazol-5-yl)phenyl]-5-methoxy-2-oxopyridin-1(2H)-yl}butanoic acid tert-butyl ester